ClC1=C(C=CC=C1)C1=C(C2=C(N=C(N=C2)NC=2C=NN(C2)CCN(CC)CC)N(C1=O)[C@@H]1CN(CCC1)CCC)C (S)-6-(2-chlorophenyl)-2-((1-(2-(diethylamino)ethyl)-1H-pyrazol-4-yl)amino)-5-methyl-8-(1-propylpiperidin-3-yl)pyrido[2,3-d]pyrimidin-7(8H)-one